C12(CC3CC(CC(C1)C3)C2)[C@H]([C@@H](C(=O)OC)OC(=O)OC(C)(C)C)N[S@@](=O)C(C)(C)C Methyl (2S,3R)-3-(adamantan-1-yl)-2-((tert-butoxycarbonyl)oxy)-3-(((S)-tert-butylsulfinyl)-amino)propanoate